ClC1=C(C=CC(=C1)F)C1=CC=C(N=N1)NC1[C@H]2CN(C[C@@H]12)CC1CCOCC1 (1s,5r)-N-[6-(2-chloro-4-fluoro-phenyl)pyridazin-3-yl]-3-(tetrahydropyran-4-ylmethyl)-3-azabicyclo[3.1.0]hexane-6-amine